tert-butyl ((1R,5S,8s)-3-(5-(6-(3-cyanopyrrolo[1,2-b]pyridazin-7-yl)-4-(isopropylamino)pyridin-3-yl)-1,3,4-thiadiazol-2-yl)-3-azabicyclo[3.2.1]octan-8-yl)carbamate C(#N)C1=CC=2N(N=C1)C(=CC2)C2=CC(=C(C=N2)C2=NN=C(S2)N2C[C@H]1CC[C@@H](C2)C1NC(OC(C)(C)C)=O)NC(C)C